[Si](C)(C)(C(C)(C)C)OC[C@@]1([C@@H](C[C@@H](O1)N1C(NC(C=C1)=O)=O)OC(C1=CC=CC=C1)(C1=CC=CC=C1)C1=CC=C(C=C1)OC)CCl 1-[(2R,4R,5R)-5-{[(tert-butyldimethylsilyl)oxy]methyl}-5-(chloro-methyl)-4-[(4-methoxyphenyl)diphenylmethoxy]oxolan-2-yl]-3H-pyrimidine-2,4-dione